CON(C(=O)C=1N=C2N(C1)CCC2C2=CC=CC=C2)C N-methoxy-N-methyl-7-phenyl-6,7-dihydro-5H-pyrrolo[1,2-a]imidazole-2-carboxamide